P(=O)(O)(O)O[C@H]1[C@H]([C@@H](O[C@@H]1CO)N1C=NC=2C(N)=NC=NC12)O 3'-phosphoadenosine